(2R,3S,4S)-4-hydroxy-2-[(4-methoxyphenyl)methyl]pyrrolidin-3-yl N-(pyridin-4-ylmethyl)carbamate N1=CC=C(C=C1)CNC(O[C@H]1[C@H](NC[C@@H]1O)CC1=CC=C(C=C1)OC)=O